N(=[N+]=[N-])C1=C(C(=C(COC(=O)NC2=CC=C(C=C2)C(C(=O)OC)OC(=O)OC2=CC=C(C=C2)[N+](=O)[O-])C(=C1F)F)F)F methyl 2-(4-((((4-azido-2,3,5,6-tetrafluorobenzyl)oxy)carbonyl)amino)phenyl)-2-(((4-nitrophenoxy)carbonyl)oxy)acetate